C(C1=CC=CC=C1)OC(=O)NC=1C(=NC=C(C1)F)CC(C(=O)OC)[C@@H](C1=CC=CC=C1)NC(=O)OC(C)(C)C methyl (3S)-2-[(3-{[(benzyloxy)carbonyl] amino}-5-fluoropyridin-2-yl) methyl]-3-[(tert-butoxycarbonyl) amino]-3-phenylpropanoate